N1N=CC2=CC(=CC=C12)C=1C=C(C(=O)NC=2N(C=C(N2)CCCC(=O)N2CCN(CC2)C)C2=CC=CC=C2)C=CC1 3-(1H-indazol-5-yl)-N-(4-(4-(4-methylpiperazin-1-yl)-4-oxobutyl)-1-phenyl-1H-imidazol-2-yl)benzamide